2-(monofluoromethylsulfonyl)benzo[d]thiazole FCS(=O)(=O)C=1SC2=C(N1)C=CC=C2